[K].ClC(CCCCCCCCCCOS(=O)(=O)CCC(CCCCCCCC)=O)CCCCCCCCC 11-chloroeicosyl-3-oxoundecane-1-sulfonate potassium